The molecule is an amino pentasaccharide consisting of three 2-acetamido-beta-D-glucopyranose residues, a 2-acetamido-alpha-D-glucopyranose residue and a further 2-acetamido-beta-D-glucopyranose residue joined in sequence by (1->4) glycosidic linkages. It is an amino pentasaccharide and a member of acetamides. CC(=O)N[C@@H]1[C@H]([C@@H]([C@H](O[C@H]1O)CO)O[C@@H]2[C@@H]([C@H]([C@@H]([C@H](O2)CO)O[C@H]3[C@@H]([C@H]([C@@H]([C@H](O3)CO)O[C@H]4[C@@H]([C@H]([C@@H]([C@H](O4)CO)O[C@H]5[C@@H]([C@H]([C@@H]([C@H](O5)CO)O)O)NC(=O)C)O)NC(=O)C)O)NC(=O)C)O)NC(=O)C)O